3-bromo-1-(2,6-dichlorophenyl)-4-[(4-fluorobenzyl)oxy]-6-methylpyridin-2(1H)-one BrC=1C(N(C(=CC1OCC1=CC=C(C=C1)F)C)C1=C(C=CC=C1Cl)Cl)=O